[Cl-].C[N+]1(C(CCCC1)CC)C N,N-dimethyl-2-ethylpiperidinium chloride